C1(CCC1)OC1=C(C=C(CNC(N(C[C@@H]2N(CCC2)C)CC2=CC=C(C=C2)F)=O)C=C1)F (R)-3-(4-cyclobutoxy-3-fluorobenzyl)-1-(4-fluorobenzyl)-1-((1-methylpyrrolidin-2-yl)methyl)urea